(R)-2,3-bis(((3R,7R,11R)-3,7,11,15-tetramethylhexadecyl)oxy)propan-1-ol C[C@@H](CCO[C@H](CO)COCC[C@@H](CCC[C@@H](CCC[C@@H](CCCC(C)C)C)C)C)CCC[C@@H](CCC[C@@H](CCCC(C)C)C)C